ClC1=C(C=2N=CN=C(C2C=N1)N1CCCCC1)F 7-chloro-8-fluoro-4-(piperidin-1-yl)pyrido[4,3-d]pyrimidine